Cl.S1C=2N(C(=C1)O)C=CN2 Imidazo[2,1-b]Thiazole-3-ol hydrochloride